4-(5-chloro-4-nitro-1H-pyrazol-1-yl)-1-(oxetan-3-yl)piperidine ClC1=C(C=NN1C1CCN(CC1)C1COC1)[N+](=O)[O-]